C1=CC(=CC=2C3=CC=CC=C3C=CC12)OC(=O)N1CCNCC1 phenanthr-3-ylpiperazine-1-carboxylate